BrC1=C(C=C(C=C1)[C@H](C)NS(=O)C(C)(C)C)F N-[(1S)-1-(4-bromo-3-fluoro-phenyl)ethyl]-2-methyl-propane-2-sulfinamide